(4-fluorophenyl)-5-methylthiophene FC1=CC=C(C=C1)C=1SC(=CC1)C